FC1CCN(CC1)CCC(=O)N1CCC(CC1)C=1C=C2C(=C(NC2=CC1)C=1C=C(C=2N(C1)N=NN2)C)C(C)C 3-(4-Fluoropiperidin-1-yl)-1-(4-(3-isopropyl-2-(8-methyltetrazolo[1,5-a]pyridin-6-yl)-1H-indol-5-yl)piperidin-1-yl)propan-1-on